(E)-2-(4-(3-acetamidophenyl)-1H-1,2,3-triazol-1-yl)-N'-(3,4-dimethoxybenzylidene)acetohydrazide C(C)(=O)NC=1C=C(C=CC1)C=1N=NN(C1)CC(=O)N/N=C/C1=CC(=C(C=C1)OC)OC